hydroxyethyl-trifluoromethanesulfonyl-amide OCC[N-]S(=O)(=O)C(F)(F)F